L-histidine hydrogensulfate S(=O)(=O)(O)O.N[C@@H](CC1=CNC=N1)C(=O)O